FC1=CC=C2C(=N1)CC1CCC2N1 (±)-2-fluoro-6,7,8,9-tetrahydro-5H-5,8-epiminocyclohepta[b]pyridine